C1(CC1)C1=CC=C(O1)C1=NC=CC=2N1N=C(N2)C 5-(5-cyclopropylfuran-2-yl)-2-methyl-[1,2,4]triazolo[1,5-c]pyrimidin